4-(2-(((R)-((R)-1-methyl-7-(1-methyl-1H-pyrazol-4-yl)-2-oxo-2,3-dihydro-1H-pyrido[2,3-b][1,4]oxazin-3-yl)(phenyl)methyl)amino)ethyl)benzonitrile CN1C2=C(O[C@@H](C1=O)[C@@H](C1=CC=CC=C1)NCCC1=CC=C(C#N)C=C1)N=CC(=C2)C=2C=NN(C2)C